CC1(C=2C=CC=C3CNCC[C@@H](C32)CC13CC3)C (S)-7',7'-Dimethyl-2',3',4',4a',5',7'-hexahydro-1'H-spiro[cyclopropan-1,6'-naphtho-[1,8-cd]azepin]